COC1=CC=C(C=C1)C1N(N=CC1)C(CC)=O 3-(4-methoxyphenyl)-2-propanoyl-3,4-dihydropyrazol